C(C1=CC=CC=C1)OC(N[C@@H]1CC=2C=CC(=NC2CC1)N1CC(C(C1)COC)NC(=O)OC(C)(C)C)=O N-[(6S)-2-(3-[[(tert-butoxy)carbonyl]amino]-4-(methoxymethyl)pyrrolidin-1-yl)-5,6,7,8-tetrahydroquinolin-6-yl]carbamic acid benzyl ester